tertbutyl-magnesium chloride C(C)(C)(C)[Mg]Cl